strontium acrylate salt C(C=C)(=O)[O-].[Sr+2].C(C=C)(=O)[O-]